C(C)OC(CNC(=O)C1CC(CCC1C(C)C)C)=O (menthyl-carbonyl)glycine ethyl ester